N1N=NN=C1C1=CC=C(CN2CCC(CC2)(CCC2=CC=CC=C2)COCC)C=C1 1-(4-(1H-tetrazol-5-yl)benzyl)-4-(ethoxymethyl)-4-phenethylpiperidine